[2-hydroxy-4-(trifluoromethyl)phenyl]-boronic acid OC1=C(C=CC(=C1)C(F)(F)F)B(O)O